CC(CC(=O)OC)C(=C)C methyl 3,4-dimethyl-4-pentenoate